FC(S(=O)(=O)OC=1C=C2CCC3(C2=CC1)CCC(CC3)C(=O)[O-])(F)F 5'-[(trifluoromethanesulfonyl)oxy]-2',3'-dihydrospiro[cyclohexane-1,1'-indene]-4-carboxylate